O=C1NC(CC[C@@H]1N1C(C2=CC=CC(=C2C1=O)NCC(=O)N1CCC(CC1)CN1CCC(CC1)CNC1=C2N=CN(C2=NC=N1)C1CC(C1)NC(C)=O)=O)=O N-((1s,3s)-3-(6-(((1-((1-((2-(2,6-dioxopiperidin-3-yl)-1,3-dioxoisoindoline-4-yl)glycyl)piperidin-4-yl)methyl)piperidin-4-yl)methyl)amino)-9H-purin-9-yl)cyclobutyl)acetamide